(1R,2R,3S,4R,5S)-4-(5-chloro-7-(((6-methoxypyridin-2-yl)methyl)amino)-3H-imidazo[4,5-b]pyridin-3-yl)bicyclo[3.1.0]hexane-2,3-diol ClC1=CC(=C2C(=N1)N(C=N2)[C@H]2[C@@H]([C@@H]([C@@H]1C[C@H]21)O)O)NCC2=NC(=CC=C2)OC